Cl[Ru-4](=CC1=C(C=CC=C1)OC(C)C)(=C1N(CCN1C1=C(C=C(C=C1C)C)C)C1=C(C=C(C=C1C)C)C)Cl dichloro[1,3-bis(2,4,6-trimethylphenyl)-2-imidazolidinylidene](2-isopropoxyphenylmethylidene)ruthenium (II)